6-oxo-1,6-dihydro-[3,4'-bipyridine]-3'-carbaldehyde O=C1C=CC(=CN1)C1=C(C=NC=C1)C=O